BrC1=C2OCCCC3=C(NC(C(S1)=C23)=O)C(C)Cl 2-bromo-7-(1-chloroethyl)-12-oxa-3-thia-6-azatricyclo[6.4.1.04,13]Tridec-1,4(13),7-trien-5-one